ClC=1C(=C(C(=CC1)OC)C1=CC(=NC=C1C(=O)NC=1SC=2N=C(N=CC2N1)OCC)C)F 4-(3-chloro-2-fluoro-6-methoxyphenyl)-N-(5-ethoxythiazolo[5,4-d]pyrimidin-2-yl)-6-methylnicotinamide